BrC1(C(C=C(C=C1OC)OC)OC)C(=O)N[C@@H](CCSC)C(=O)O 1-bromo-2,4,6-trimethoxybenzeneFORMYLMETHIONINE